C(C1=CC=CC=C1)OCCN(CCCN1N=NC2=C1C=CC(=C2C)CCC(=O)[O-])C 3-[1-(3-{[2-(benzyloxy)ethyl] (methyl)amino}propyl)-4-methyl-1H-benzotriazol-5-yl]propanoate